COC(=O)[C@@H]1C(NC[C@H]1C1=C(C=C(C=C1)OC)Cl)=O |o1:4,8| (3S*,4R*)-4-(2-chloro-4-methoxy-phenyl)-2-oxopyrrolidine-3-carboxylic acid methyl ester